(3S)-3-[4-(4-{2,6-diazaspiro[3.3]heptan-2-ylmethyl}piperidin-1-yl)phenyl]piperidine-2,6-dione C1N(CC12CNC2)CC2CCN(CC2)C2=CC=C(C=C2)[C@H]2C(NC(CC2)=O)=O